(4-(1-ethoxyvinyl)-3-fluorophenyl)pyrrolidine-1-carboxylic acid tert-butyl ester C(C)(C)(C)OC(=O)N1C(CCC1)C1=CC(=C(C=C1)C(=C)OCC)F